Cl.CN(CC1C2=C(OCCC1)C=CC=C2)C N,N-Dimethyl-1-(2,3,4,5-tetrahydrobenzo[b]oxepin-5-yl)methanamine hydrochloride